N1=CC(=CC=C1)C1=C(C=C(C=C1)C1=CC(=CC=C1)C1=NC(=NC(=N1)C1=CC=CC=C1)C1=CC=CC=C1)C1=NC(=NC(=N1)C1=CC=CC=C1)C1=CC=CC=C1 6,6'-(4-(pyridin-3-yl)-[1,1'-biphenyl]-3,3'-diyl)bis(2,4-diphenyl-1,3,5-triazine)